COC1=NC=C(C2=C1N=C(S2)NC(=O)N2C[C@@]1(CC2)COCCC1)N1CCOCC1 (R)-7-Oxa-2-aza-spiro[4.5]decane-2-carboxylic acid (4-methoxy-7-morpholin-4-yl-thiazolo[4,5-c]pyridin-2-yl)-amide